FC1=C(C=CC(=C1)C(C#N)(C#N)C)C1=CC=CC=C1 (2-fluorobiphenyl-4-yl)-2-methylpropanedinitrile